O=C1OC(C2=CC(=CC=C12)C(=O)OC1=C(C=C(C=C1)C1=CC=C(C=C1)C1=CC=C(C=C1)OC(=O)C=1C=C2C(OC(C2=CC1)=O)=O)C)=O 4,4''-bis(1,3-dioxo-1,3-dihydroisobenzofuran-5-ylcarbonyloxy)-3-methyl-p-terphenyl